3',4'-Difluoro-3-(6-methanesulfonylamino-1-oxo-1,3-dihydro-isoindole-2-yl)-biphenyl-4-carboxylic acid FC=1C=C(C=CC1F)C1=CC(=C(C=C1)C(=O)O)N1C(C2=CC(=CC=C2C1)NS(=O)(=O)C)=O